(hydroxymethyl)tetrahydropyrimidin-2(1H)-one OCN1C(NCCC1)=O